copper-tin phosphate P(=O)([O-])([O-])[O-].[Sn+4].[Cu+2].P(=O)([O-])([O-])[O-]